[C@H]12CNC[C@@H]2C1CNC(OC(C)(C)C)=O tert-butyl (((1R,5S)-3-azabicyclo[3.1.0]hexan-6-yl)methyl)carbamate